1-[5-(5-chloro-2-methoxypyridin-4-yl)-1H-pyrazole-3-carbonyl]-N-{2-oxabicyclo[2.1.1]hexane-4-yl}piperidine-4-carboxamide ClC=1C(=CC(=NC1)OC)C1=CC(=NN1)C(=O)N1CCC(CC1)C(=O)NC12COC(C1)C2